ethyl 2-[(2S,6R)-2-(1-cyclopropylpyrazol-4-yl)-6-methyl-morpholin-4-yl]-6-[2-fluoro-4-(trifluoromethyl)phenyl]-5-formyl-pyrimidine-4-carboxylate C1(CC1)N1N=CC(=C1)[C@H]1CN(C[C@H](O1)C)C1=NC(=C(C(=N1)C(=O)OCC)C=O)C1=C(C=C(C=C1)C(F)(F)F)F